N(=[N+]=[N-])CC1=NOC(=C1)C1=CC=NC=C1 3-(azidomethyl)-5-(pyridin-4-yl)isoxazole